6-((3-(3-Chloro-2-methylphenyl)-1-(2-fluoroacetyl)azetidin-3-yl)amino)-3,3-dimethylindolin-2-one ClC=1C(=C(C=CC1)C1(CN(C1)C(CF)=O)NC1=CC=C2C(C(NC2=C1)=O)(C)C)C